(2S,3S,4R,5R)-5-(2-(5-chloropyridin-3-yl)-6-(((4-methoxypyridin-2-yl)meth-yl)amino)-9H-purin-9-yl)-3,4-dihydroxyl-N-methyltetrahydrothiophen-2-formamide ClC=1C=C(C=NC1)C1=NC(=C2N=CN(C2=N1)[C@H]1[C@@H]([C@@H]([C@H](S1)C(=O)NC)O)O)NCC1=NC=CC(=C1)OC